3-(5-((4-(3,5-difluorophenyl)piperazin-1-yl)methyl)-1-oxoisoindolin-2-yl)piperidine-2,6-dione FC=1C=C(C=C(C1)F)N1CCN(CC1)CC=1C=C2CN(C(C2=CC1)=O)C1C(NC(CC1)=O)=O